(Z)-1-fluoro-4,8-dimethyl-1-nitronon-1,7-diene F\C(=C/CC(CCC=C(C)C)C)\[N+](=O)[O-]